C(C)C=1C=C(C=C2C=NC(=NC12)NC1CCC(CC1)NC)C=1C(=C(C=CC1F)NS(=O)(=O)C=1C=2CCC(C2C=C(C1)F)O)F N-[3-(8-ethyl-2-{[4-(methylamino)cyclohexyl]amino}quinazolin-6-yl)-2,4-difluorophenyl]-6-fluoro-1-hydroxy-2,3-dihydro-1H-indene-4-sulfonamide